5-((2-(4-(2-(((1-Methyl-5-(trifluoromethyl)-1H-indol-2-yl)methyl)amino)ethyl)-1H-1,2,3-triazol-1-yl)ethyl)amino)benzo[c][2,6]naphthyridine-8-carboxamide CN1C(=CC2=CC(=CC=C12)C(F)(F)F)CNCCC=1N=NN(C1)CCNC1=NC2=C(C3=CN=CC=C13)C=CC(=C2)C(=O)N